N1C=CC=C1N Azol-5-amine